OC=1C=CC(=NC1)NS(=O)(=O)N1CCN(CC1)C1=CC=C(C=C1)C(F)(F)F N-(5-hydroxypyridin-2-yl)-4-(4-(trifluoromethyl)phenyl)-piperazine-1-sulfonamide